1-Methyl-1-butylpiperidinium methansulfonat CS(=O)(=O)[O-].C[N+]1(CCCCC1)CCCC